2-cyclopentyl-2-aminopurine C1(CCCC1)C1(N=CC2=NC=NC2=N1)N